ClC1=CC2=C(N=C(N=C2NC(=O)C2CC2)C2=C(C(=CC(=C2Cl)OC)OC)Cl)C=N1 N-(6-chloro-2-(2,6-dichloro-3,5-dimethoxyphenyl)pyrido[3,4-d]pyrimidin-4-yl)cyclopropyl-carboxamide